N1=C(N=CC=C1)N1CCN(CC1)C(=O)N 4-(pyrimidin-2-yl)piperazine-1-carboxamide